(((R)-1-(((R)-1-methylpiperidin-3-yl)methyl)pyrrolidin-3-yl)methyl)piperidine-4-carboxamide CN1C[C@@H](CCC1)CN1C[C@H](CC1)CN1CCC(CC1)C(=O)N